(2S,4R)-1-[(1S,4R)-2-acetyl-2-azabicyclo[2.2.2]octane-6-carbonyl]-4-fluoro-N-[(S)-phenyl[4-(propan-2-yl)phenyl]methyl]pyrrolidine-2-carboxamide C(C)(=O)N1[C@@H]2C(C[C@H](C1)CC2)C(=O)N2[C@@H](C[C@H](C2)F)C(=O)N[C@H](C2=CC=C(C=C2)C(C)C)C2=CC=CC=C2